NC1=C(C(=O)[O-])C=C(C=C1)C(C)C 2-amino-5-isopropylbenzoate